ClC1=C(COC=2C=C3C(=CC(=NC3=CC2)C(=O)N2CCC(CC2)(C#N)C2=CC=CC=C2)C(=O)N2CCCCC2)C=CC(=C1)OC 1-(6-((2-chloro-4-methoxy-benzyl)oxy)-4-(piperidine-1-carbonyl)quinoline-2-carbonyl)-4-phenylpiperidine-4-carbonitrile